1-(4,7-dibutoxy-1-naphthyl)tetrahydrothiophenium C(CCC)OC1=CC=C(C2=CC(=CC=C12)OCCCC)[S+]1CCCC1